OC(CCCCCC(=O)OCCCCC(CCCCCC)CCCCCC)CCCCCC(=O)OCCCCCCCCCCC 1-(5-hexylundecyl) 13-undecyl 7-hydroxytridecanedioate